C(C)(C)(C)C1=CC=C(C(=O)P(C2=CC=CC=C2)(C2=CC=CC=C2)=O)C=C1 4-(tert-butyl)benzoyl-diphenylphosphine oxide